3-(1-(4-(5-(difluoromethyl)-1,3,4-oxadiazol-2-yl)benzyl)-1H-imidazol-4-yl)benzamide (1R,3S)-3-{5-[2-(2-formyl-3-hydroxyphenoxy)acetamido]-2H-pyrazol-3-yl}cyclopentyl-N-propylcarbamate C(=O)C1=C(OCC(=O)NC=2C=C(NN2)[C@@H]2C[C@@H](CC2)N(C(O)=O)CCC)C=CC=C1O.FC(C1=NN=C(O1)C1=CC=C(CN2C=NC(=C2)C=2C=C(C(=O)N)C=CC2)C=C1)F